COC(=O)C1(N(CCC1C(C)(C)C)C(=O)O)CCCCl (tert-butyl)2-(3-chloropropyl)pyrrolidine-1,2-dicarboxylic acid 2-methyl ester